CC=1SC2=C(N1)C=C(C=C2)B2OC(C(O2)(C)C)(C)C 2-methyl-5-(4,4,5,5-tetramethyl-1,3,2-dioxaborolan-2-yl)-1,3-benzothiazole